FC1=C(C=CC=C1OC)N(C(NCC1CCC(CC1)COCC(=O)O)=O)C1=CC=CC=C1 2-(((1r,4r)-4-((3-(2-fluoro-3-methoxyphenyl)-3-phenyl-ureido)methyl)cyclohexyl)methoxy)acetic acid